2,3-Butylenglycol CC(C(C)O)O